C=1(C=CN2C=CC=CC12)C(=O)N indolizine-1-carboxamide